C(C)(=O)N1N=C(CC1C1=CC=CC=C1)C=1C(N(C(N(C1O)C)=O)C)=O 5-(1-acetyl-5-phenyl-4,5-dihydro-1H-pyrazol-3-yl)-6-hydroxy-1,3-dimethyl-1,2,3,4-tetrahydropyrimidine-2,4-dione